18-Hydroxy-triaconta-20,23-dienoic acid OC(CCCCCCCCCCCCCCCCC(=O)O)CC=CCC=CCCCCCC